N-[4-(3-cyanophenyl)-5-[2-(difluoromethyl)-6-methyl-4-pyridinyl]thiazol-2-yl]-6-oxa-2,9-diazaspiro[4.5]decane-2-carboxamide C(#N)C=1C=C(C=CC1)C=1N=C(SC1C1=CC(=NC(=C1)C)C(F)F)NC(=O)N1CC2(CC1)OCCNC2